1-(1Z-hexadecenyl)-2-(9Z-pentadecenoyl)-glycero-3-phosphocholine CCCCCCCCCCCCCC/C=C\OC[C@H](COP(=O)([O-])OCC[N+](C)(C)C)OC(=O)CCCCCCC/C=C\CCCCC